bis(tricyclohexylphosphine) nickel (II) dichloride [Ni](Cl)Cl.C1(CCCCC1)P(C1CCCCC1)C1CCCCC1.C1(CCCCC1)P(C1CCCCC1)C1CCCCC1